C(C1=CC=CC=C1)N1CC(CCC1)(C1=C(C(=CC=C1)Cl)C)NC1=CC=C2C(C(N(C2=C1)C)=O)(C)C 6-{[1-benzyl-3-(3-chloro-2-methylphenyl)piperidin-3-yl]amino}-1,3,3-trimethylindol-2-one